2,2,3,3-tetrafluoro-propan-1-ol FC(CO)(C(F)F)F